N-(2-((R)-3-(dimethylamino)pyrrolidine-1-yl)-4-methoxy-5-((6-((R)-3-(3-(trifluoromethyl)phenyl)isoxazolidine-2-yl)pyrimidine-4-yl)amino)phenyl)acrylamide CN([C@H]1CN(CC1)C1=C(C=C(C(=C1)OC)NC1=NC=NC(=C1)N1OCC[C@@H]1C1=CC(=CC=C1)C(F)(F)F)NC(C=C)=O)C